FS(C=1C=C(C=C(C1)C(F)(F)F)C1=NN(C=N1)/C=C(/C(=O)N)\C=1C=NC2=CC=CC=C2C1)(F)(F)(F)F (E)-3-(3-(3-(pentafluoro-sulfaneyl)-5-(trifluoromethyl)phenyl)-1H-1,2,4-triazol-1-yl)-2-(quinolin-3-yl)acrylamide